N1C(N=CN=C1)=O 1,3,5-triazine-2(1H)-one